C(C)(C)(C)OC(=O)N1CCC(CC1)C1=CC=C(C=C1)C1=CC=C2C(=CC=NC2=C1)Cl.NCCNC(CCN(C)CCN)=O N-(2-aminoethyl)-3-((2-aminoethyl)(methyl)amino)propionamide tert-butyl-4-(4-(4-chloroquinolin-7-yl)phenyl)piperidine-1-carboxylate